BrC1=CSC2=C1N=CNC2=O 7-bromothieno[3,2-d]pyrimidin-4(3H)-one